C(C)(C)(C)OC(=O)N(S(=O)(=O)C)CC1=C(C=C(C(=O)O)C=C1)OCC1CC1 4-((N-(tert-Butoxycarbonyl)-methylsulfonylamino)methyl)-3-(cyclopropylmethoxy)benzoic acid